5-bromo-3-methyl-2-(pyridin-3-yl)quinazolin-4(3H)-one BrC1=C2C(N(C(=NC2=CC=C1)C=1C=NC=CC1)C)=O